COC(C(=O)C1=NC=CC(=C1)NC(=O)[C@@H]1O[C@]([C@H]([C@H]1C1=C(C(=C(C=C1)F)F)OC)C)(C(F)(F)F)C)=O Methyl-2-(4-((2R,3S,4S,5R)-3-(3,4-difluoro-2-methoxyphenyl)-4,5-dimethyl-5-(trifluoromethyl)tetrahydrofuran-2-carboxamido)pyridin-2-yl)-2-oxoacetate